C(C1=CC=CC=C1)OC(CC[C@H](N)CC(=O)O)=O L-β-homoglutamic acid 6-benzyl ester